(4R,5S)-3-(4-chlorophenyl)-N-((3,3-difluoropiperidin-1-yl)sulfonyl)-5-methyl-4-phenyl-4,5-dihydro-1H-pyrazole-1-carboxamide ClC1=CC=C(C=C1)C1=NN([C@H]([C@H]1C1=CC=CC=C1)C)C(=O)NS(=O)(=O)N1CC(CCC1)(F)F